methyl (±)-(trans)-4-hydroxybicyclo[4.1.0]heptane-2-carboxylate OC1CC(C2CC2C1)C(=O)OC